The molecule is an oxindole that is 3-methyleneoxindole in which one of the hydrogens of the methylene group is substituted by a 3-(2-carboxyethyl)-4-methyl-1H-pyrrol-2-yl group. It is an ATP-competitive inhibitor of the tyrosine kinase activity of fibroblast growth factor receptor 1. It has a role as a fibroblast growth factor receptor antagonist. It is a monocarboxylic acid, a member of pyrroles and a member of oxindoles. It derives from a 3-methyleneoxindole. CC1=CNC(=C1CCC(=O)O)/C=C\\2/C3=CC=CC=C3NC2=O